ICC1CN(CC1)C(=O)OC(C)(C)C 1,1-dimethylethyl 3-(iodomethyl)-1-pyrrolidinecarboxylate